sulfonyl-di(dihydropyridine) S(=O)(=O)(C1NC=CC=C1)C1NC=CC=C1